CC1(OB(OC1(C)C)C1=CC=CC=2N=COC21)C 7-(4,4,5,5-tetramethyl-1,3,2-dioxaborol-2-yl)benzo[d]oxazole